(R) and (S)-(2-hydroxyethyl)oxirane OCC[C@H]1OC1 |r|